CC1=CC(NN1)=O 5-methyl-1,2-dihydro-3H-pyrazol-3-one